4-(2-chloro-4-fluorobenzyl)-8,8-dimethyl-7,8-dihydro-6H-pyrrolo[2,3-e][1,2,4]triazolo[1,5-a]pyridine ClC1=C(CC=2C=3N(C4=C(C2)NCC4(C)C)N=CN3)C=CC(=C1)F